CN(C1CC=C(CC1)C1=CN=C(C=2N1C(=NC2C2=CC=C(C1=CC=CC=C21)CC2=NC1=C(N2)C=CC=C1C)C(C)C)N)CC(F)(F)F 5-{4-[Methyl-(2,2,2-trifluoroethyl)-amino]-cyclohex-1-en-1-yl}-1-{4-[(4-methyl-1H-1,3-benzodiazol-2-yl)-methyl]-naphthalin-1-yl}-3-(propan-2-yl)-imidazo[1,5-a]pyrazin-8-amin